tert-butyl (3-((5-chloro-2-((1-methyl-1H-pyrazol-4-yl)amino)pyrimidin-4-yl)oxy)-4-fluorophenyl)carbamate ClC=1C(=NC(=NC1)NC=1C=NN(C1)C)OC=1C=C(C=CC1F)NC(OC(C)(C)C)=O